8-Chloro-7-(6-{3,8-diazabicyclo[3.2.1]octan-8-yl}-5-meth-yl-1H-pyrazolo[3,4-b]pyrazin-3-yl)-2-methoxyquinoxaline ClC=1C(=CC=C2N=CC(=NC12)OC)C1=NNC2=NC(=C(N=C21)C)N2C1CNCC2CC1